ClC1=CC=2N(C=C1)C=NC2CC(=O)NC2=NC=NC(=C2)C(=O)C=2N=C1N(C=C(C=C1)C1CC1)C2 2-(7-chloroimidazo[1,5-a]pyridin-1-yl)-N-(6-(6-cyclopropylimidazo[1,2-a]pyridine-2-carbonyl)pyrimidin-4-yl)acetamide